ClC(OC1=CC=C(C=C1)NC(=O)C=1C=C2CCCN(C2=C(C1)C1=CC=NN1)C(C)C)(F)F N-(4-(chlorodifluoromethoxy)phenyl)-1-isopropyl-8-(1H-pyrazol-5-yl)-1,2,3,4-tetrahydroquinoline-6-carboxamide